CC1=CC(=NC(=N1)NC(=O)NC1=CC2=CC=CC=C2C=C1)NCCCNC(C)=O N-(3-((6-methyl-2-(3-(naphthalen-2-yl)ureido)pyrimidin-4-yl)amino)propyl)acetamide